1,2,3,5-tetra-O-acetyl-1-deutero-D-ribofuranose C(C)(=O)OC1([C@H](OC(C)=O)[C@H](OC(C)=O)[C@H](O1)COC(C)=O)[2H]